C1(CC1)COC=1C(=CC2=CN(N=C2C1)C1CCC(CC1)N1CC2(CN(C2)C(=O)OC(C)(C)C)CCC1)NC(=O)C=1C=NN2C1N=CC=C2 tert-butyl 6-(4-(6-(cyclopropylmethoxy)-5-(pyrazolo[1,5-a]pyrimidine-3-carboxamido)-2H-indazol-2-yl)cyclohexyl)-2,6-diazaspiro[3.5]nonane-2-carboxylate